CC1=CC=2C(=NC=CC2C=2C(=NN3C2CN(CC3)C(=O)OC(C)(C)C)C3=CC=C(C=C3)C(F)(F)F)N1 tert-butyl 3-(2-methyl-1H-pyrrolo[2,3-b]pyridin-4-yl)-2-[4-(trifluoromethyl)phenyl]-6,7-dihydropyrazolo[1,5-a]pyrazine-5(4H)-carboxylate